methyl-gamma-aminopropyl-diethoxysilane C[Si](OCC)(OCC)CCCN